N-methyl-N-tertiary butyl-fumaric acid amide CN(C(\C=C\C(=O)O)=O)C(C)(C)C